BrC=1C=NN(C1)C1C(CC1)O 2-(4-bromo-1H-pyrazol-1-yl)cyclobutan-1-ol